4-[[3-(3-fluoro-4-methoxyphenyl)imidazo[1,2-a]pyrazin-8-yl]amino]-2-methyl-N-[2-(2-oxopiperazin-1-yl)ethyl]benzamide FC=1C=C(C=CC1OC)C1=CN=C2N1C=CN=C2NC2=CC(=C(C(=O)NCCN1C(CNCC1)=O)C=C2)C